9,9'-((5-(4,6-diphenyl-1,3,5-triazin-2-yl)-1,3-phenylene)bis(9H-carbazole-9,3-diyl))bis(9H-pyrido[2,3-b]indole) C1(=CC=CC=C1)C1=NC(=NC(=N1)C1=CC=CC=C1)C=1C=C(C=C(C1)N1C2=CC=CC=C2C=2C=C(C=CC12)N1C2=C(C3=CC=CC=C13)C=CC=N2)N2C1=CC=CC=C1C=1C=C(C=CC21)N2C1=C(C3=CC=CC=C23)C=CC=N1